(4-Methylbenzofuran-7-yl)methanol CC1=CC=C(C2=C1C=CO2)CO